C1(CC1)C1=CC=C2C(=N1)NC=C2C=2C=C(C1=C(N(C(=N1)C)C1CCN(CC1)C)C2)F 6-(6-cyclopropyl-1H-pyrrolo[2,3-b]pyridin-3-yl)-4-fluoro-2-methyl-1-(1-methylpiperidin-4-yl)-1H-benzo[d]imidazole